1-benzoyl-N-[(5-chlorothiophen-2-yl)methyl]-3-(piperidin-4-yl)-1H-pyrazol-5-amine hydrochloride Cl.C(C1=CC=CC=C1)(=O)N1N=C(C=C1NCC=1SC(=CC1)Cl)C1CCNCC1